ClC1=C(C=CC=C1C1(C(N(C(CC1)=O)COCC[Si](C)(C)C)=O)F)C1=CC=C(C=C1)N1C(CCCC1)=O 3-(2-chloro-4'-(2-oxopiperidin-1-yl)-[1,1'-biphenyl]-3-yl)-3-fluoro-1-((2-(trimethylsilyl)ethoxy)methyl)piperidine-2,6-dione